Dimethylsilyl-(3-(2-pentyl)-1,5,6,7-tetrahydro-s-indacenyl)(1,5,6,7-tetrahydro-s-indacenyl)zirconium dichloride [Cl-].[Cl-].C[SiH](C)[Zr+2](C1C=CC2=CC=3CCCC3C=C12)C1C=C(C2=CC=3CCCC3C=C12)C(C)CCC